2'-chloro-N-(5-(3,5-dimethoxypyrazine-2-carbonyl)-5,6-dihydro-4H-pyrrolo[3,4-d]thiazol-2-yl)-5'-methoxy-6-methyl-[4,4'-bipyridine]-3-carboxamide ClC1=NC=C(C(=C1)C1=C(C=NC(=C1)C)C(=O)NC=1SC2=C(N1)CN(C2)C(=O)C2=NC=C(N=C2OC)OC)OC